(R)-diphenyl-2-pyrrolidinemethanol C1(=CC=CC=C1)[C@@]1(N(CCC1)C1=CC=CC=C1)CO